N1(C=NC=C1)C1=C(C=C(C=O)C=C1)C 4-(1H-imidazol-1-yl)-3-methylbenzaldehyde